CN1N=C(C=2C=NC(=CC21)C2CCNCC2)N2C(NC(CC2)=O)=O 1-(1-methyl-6-(piperidin-4-yl)-1H-pyrazolo[4,3-c]pyridin-3-yl)dihydropyrimidine-2,4(1H,3H)-dione